4-(4-((2R,4s,6S)-2-cyano-7-((5-methoxy-7-methyl-1H-indol-4-yl)methyl)-7-azaspiro[3.5]nonan-6-yl)benzamido)bicyclo[2.2.2]octane-1-carboxylic acid C(#N)C1CC2(C1)C[C@H](N(CC2)CC2=C1C=CNC1=C(C=C2OC)C)C2=CC=C(C(=O)NC13CCC(CC1)(CC3)C(=O)O)C=C2